((7-(2-oxa-6-azaspiro[3.3]hept-6-yl)-5-oxa-2-azaspiro[3.4]oct-2-yl)sulfonyl)-5-fluorobenzonitrile C1OCC12CN(C2)C2COC1(CN(C1)S(=O)(=O)C1=C(C#N)C=C(C=C1)F)C2